NN1C(N(C2=CC=C(C=C2C1=O)S(=O)(=O)NC12CC(C1)C2)CC2CC2)=O 3-amino-N-(bicyclo[1.1.1]pentan-1-yl)-1-(cyclopropylmethyl)-2,4-dioxo-1,2,3,4-tetrahydroquinazoline-6-sulfonamide